C(=C(C(C(C)C(=O)O)C(=O)O)C(=O)O)C(=O)O pentene-1,2,3,4-tetracarboxylic acid